N-(5-((6-((R)-3-(3-cyanophenyl)-isoxazolidine-2-yl)pyrimidine-4-yl)amino)-2-(4-((S)-4-cyclopropyl-3-methylpiperazine-1-yl)piperidine-1-yl)-4-methoxyphenyl)acrylamide C(#N)C=1C=C(C=CC1)[C@@H]1N(OCC1)C1=CC(=NC=N1)NC=1C(=CC(=C(C1)NC(C=C)=O)N1CCC(CC1)N1C[C@@H](N(CC1)C1CC1)C)OC